11-chlorobenzo[4,5]thieno[2,3-g]naphtho[2,1-b]benzofuran ClC1=CC=CC2=C1C1=C(C=CC=3C4=C(OC31)C=CC3=CC=CC=C34)S2